[Pb](Br)Br.C1(=CC(=CC=C1)CN)CN m-xylylenediamine lead (ii) bromide